3-(1-ethyl-6-oxo-4,5-dihydropyridazin-3-yl)-1H-indole-7-carbonitrile C(C)N1N=C(CCC1=O)C1=CNC2=C(C=CC=C12)C#N